methyl 4-methyl-5-((7-methyl-8-oxo-9-(tetrahydro-2H-pyran-4-yl)-8,9-dihydro-7H-purin-2-yl)amino)picolinate CC1=CC(=NC=C1NC1=NC=C2N(C(N(C2=N1)C1CCOCC1)=O)C)C(=O)OC